C(C)OP(=O)(OCC)C(C1=CC=C2C=CC(=CC2=C1)C(=O)OCC=C)F allyl 7-((diethoxyphosphoryl) fluoromethyl)-2-naphthoate